5-(2-fluoro-6-methoxyphenyl)-N-(4-morpholinophenyl)-1H-pyrazolo[3,4-c]pyridine-3-carboxamide FC1=C(C(=CC=C1)OC)C=1C=C2C(=CN1)NN=C2C(=O)NC2=CC=C(C=C2)N2CCOCC2